C12(CC3CC(CC(C1)C3)C2)C(=O)NN adamantan-1-carbohydrazide